C1(=CC(=CC=C1)CCCC1C(C1)C(=O)[O-])C.[Na+].C(=CCCC)N[C@@H](C)C(=O)O (S)-pentenyl-alanine sodium 2-(3-m-tolylpropyl)-cyclopropanecarboxylate